ClC=1C(=NC=CC1)C1=CC=C(C=C1)F chloro-2-(4-fluorophenyl)pyridine